di(tert-hexyl) peroxide C(C)(C)(CCC)OOC(C)(C)CCC